C(=CC1=CC=CC=C1)P([O-])(=O)[O-] styrenephosphonate